C(C)(C)(C)S(=O)NC(C)C1=CC(=CC2=CC=CC=C12)C1=CC(=CN1)C(=O)OC methyl 5-(4-(1-((tert-butylsulfinyl)amino)ethyl)naphthalen-2-yl)-1H-pyrrole-3-carboxylate